1,1,1-tris(4-allyloxyphenyl)methane C(C=C)OC1=CC=C(C=C1)C(C1=CC=C(C=C1)OCC=C)C1=CC=C(C=C1)OCC=C